FC1=CC=CC(=N1)CC=1C=NN(C1)C(=O)N[C@H]1CCC2=C(N(C1=O)C)C=C(C=C2)C#CC(CO)(C)C (S)-4-((6-Fluoropyridin-2-yl)methyl)-N-(8-(4-hydroxy-3,3-dimethylbut-1-yn-1-yl)-1-methyl-2-oxo-2,3,4,5-tetrahydro-1H-benzo[b]azepin-3-yl)-1H-pyrazol-1-carboxamid